2-methyl-2-[(4-methylphenyl)amino]propanenitrile CC(C#N)(C)NC1=CC=C(C=C1)C